sodium (S)-3-(5-(3-chlorophenyl)thiophen-2-yl)-3-(3-(1-methyl-4-oxido-2-oxo-1,2-dihydro pyridin-3-yl)ureido)propanoate ClC=1C=C(C=CC1)C1=CC=C(S1)[C@H](CC(=O)[O-])NC(=O)NC=1C(N(C=CC1[O-])C)=O.[Na+].[Na+]